OC1=C(C=C(C=C1)/C=C/C(=O)C1=CC=C(C=C1)C(C)C)OC (E)-3-(4-Hydroxy-3-methoxyphenyl)-1-(4-propan-2-ylphenyl)prop-2-en-1-one